7-keto-27-hydroxyl-cholesterol O=C1[C@H]2[C@@H]3CC[C@H]([C@@H](CCCC(C)CO)C)[C@]3(CC[C@@H]2[C@]2(CC[C@@H](CC2=C1)O)C)C